Cl.N1C[C@H](CC1)C(C(=O)O)C 2-((R)-pyrrolidin-3-yl)propionic acid hydrochloride